(Z)-10-(heptadec-8-en-1-yl)-N,8,8-trimethyl-19-(2-octylcyclopropyl)-N-(prop-2-yn-1-yl)-7,9,11-trioxa-8-silanonadecan-1-amine C(CCCCCC\C=C/CCCCCCCC)C(O[Si](OCCCCCCN(CC#C)C)(C)C)OCCCCCCCCC1C(C1)CCCCCCCC